CC1=CC(=NC=C1[N+](=O)[O-])C1=CN=CS1 5-(4-methyl-5-nitropyridin-2-yl)thiazole